C(C=C)(=O)NCP(O)(O)=O acryloylaminomethylphosphonic acid